NC(CC1=CC=C(C=C1)C=1C=CC=2N(C1)N=NC2C(=O)NC=2C(=NC=C(C2)NC(CN2[C@H](CCC2)C)=O)C)=O 6-[4-(2-amino-2-oxo-ethyl)phenyl]-N-[2-methyl-5-[[2-[(2S)-2-methylpyrrolidin-1-yl]acetyl]amino]-3-pyridyl]triazolo[1,5-a]pyridine-3-carboxamide